NC1=NC(=NC=C1C(F)(F)F)C=1C=C2C=CN(C(C2=CC1F)=O)CCC[C@H]1N(CCC1)C=1C=NNC(C1C(F)(F)F)=O (S)-6-(4-amino-5-(trifluoromethyl)pyrimidin-2-yl)-7-fluoro-2-(3-(1-(6-oxo-5-(trifluoromethyl)-1,6-dihydropyridazin-4-yl)pyrrolidin-2-yl)propyl)isoquinolin-1(2H)-one